3-chloro-6-((2,2,6,6-tetramethyltetrahydro-2H-pyran-4-yl)oxy)pyridazine ClC=1N=NC(=CC1)OC1CC(OC(C1)(C)C)(C)C